perfluoro-1,2-ethylene glycol FC(C(F)(F)O)(F)O